COC(=O)C1COCOC1 [1,3]dioxan-5-carboxylic acid methyl ester